C(#N)CC(=O)N1CC(C(C1)C=1C=C(C=CC1)C)C(=O)O 1-(2-cyanoacetyl)-4-(m-tolyl)tetrahydropyrrole-3-carboxylic acid